N-(5-chloro-2-propoxybenzyl)-N-(4-(N-(prop-2-yn-1-yl)sulfamoyl)phenethyl)-1H-1,2,4-triazole-3-carboxamide ClC=1C=CC(=C(CN(C(=O)C2=NNC=N2)CCC2=CC=C(C=C2)S(NCC#C)(=O)=O)C1)OCCC